N1=CC=C(C=C1)CNC(N)=O N'-[(pyridin-4-yl)methyl]urea